(1s)-1-(4-methoxyphenyl)ethanamine COC1=CC=C(C=C1)[C@H](C)N